Cl.FC1=C(C=CC=C1)N[C@@H]1C[C@@H](C1)N (cis)-N1-(2-Fluorophenyl)cyclobutane-1,3-diamine hydrochloride